(4-amino-3-isopropoxyphenyl)dimethylphosphine oxide NC1=C(C=C(C=C1)P(C)(C)=O)OC(C)C